[Fe+2].S(N)([O-])(=O)=O.S(N)([O-])(=O)=O sulfamate iron